Cl.C1=C(CC=C2NC3=CC=CC=C3N=C12)N 3,5-dihydrophenazine-2-amine hydrochloride